C12(CC3CC(CC(C1)C3)C2)CC(=O)NC2=NC=C(C(=C2)NC(OC(C)(C)C)=O)N tert-Butyl N-[2-[[2-(1-adamantyl)acetyl]amino]-5-amino-4-pyridyl]carbamate